C(C)C1=C(C=NC(=C1)C)C1=C2C=C(NC2=C(C(=C1)C=1CN(CCC1)C(C(C(=O)O)C)=O)F)C(=O)N1CCN(CC1)C1=NC=C(C=C1OC)F 3-(3-(4-(4-ethyl-6-methylpyridin-3-yl)-7-fluoro-2-(4-(5-fluoro-3-methoxypyridin-2-yl)piperazine-1-carbonyl)-1H-indol-6-yl)-5,6-dihydropyridin-1(2H)-yl)-2-methyl-3-oxopropanoic acid